C(CC)C(=O)C(C1CCCCC1)=NO 2-cyclohexyl propyl diketone-2-oxime